bis(3-triethoxysilylpropyl)silane C(C)O[Si](CCC[SiH2]CCC[Si](OCC)(OCC)OCC)(OCC)OCC